9,9'-(2-(oxiran-2-ylmethoxy)propane-1,3-diyl)bis(3-fluoro-9H-carbazole) O1C(C1)COC(CN1C2=CC=CC=C2C=2C=C(C=CC12)F)CN1C2=CC=CC=C2C=2C=C(C=CC12)F